C(#N)C=1C=C(C=CC1)C1=CC=CC=C1 3'-cyano-[1,1-biphenyl]